Cl.N[C@@H]1CC[C@H](OC1)CNS(=O)(=O)C1=CC=CC=C1 N-(((2s,5r)-5-aminotetrahydro-2H-pyran-2-yl)methyl)benzenesulfonamide hydrochloride